NC1=C(C2=C(S1)C(=CC=C2C2=C(C=C1C(=NC(=NC1=C2F)OC[C@]21CCCN1C[C@@H](C2)F)N2C[C@@H](CCCC2)C#N)Cl)F)C#N (3R)-1-(7-(2-amino-3-cyano-7-fluorobenzo[b]thiophen-4-yl)-6-chloro-8-fluoro-2-(((2R,7aS)-2-fluorotetrahydro-1H-pyrrolizin-7a(5H)-yl)methoxy)quinazolin-4-yl)azepane-3-carbonitrile